6-methylpyrimidine-2,4-diamine CC1=CC(=NC(=N1)N)N